1-(4-{[4,5-dihydroxy-6-(hydroxymethyl)-3-[(3,4,5-trihydroxy-6-methyloxyhexane-2-yl)oxy]oxan-2-yl]oxy}-2,6-dihydroxyphenyl)-3-(3,4,5-trihydroxyphenyl)propan-1-one OC1C(C(OC(C1O)CO)OC1=CC(=C(C(=C1)O)C(CCC1=CC(=C(C(=C1)O)O)O)=O)O)OC(C)C(C(C(COC)O)O)O